(E)-3-((2-bromo-4-(3-(3-hydroxyphenyl)-3-oxoprop-1-en-1-yl)-6-methoxyphenoxy)methyl)benzamide BrC1=C(OCC=2C=C(C(=O)N)C=CC2)C(=CC(=C1)\C=C\C(=O)C1=CC(=CC=C1)O)OC